O1COC2=C1C=CC=C2 benzo[d]dioxole